rel-(R)-(5-(Isoxazol-4-yl)isochroman-1-yl)methanamine hydrochloride salt Cl.O1N=CC(=C1)C1=C2CCO[C@H](C2=CC=C1)CN |o1:11|